C[C@@H]1[C@H]([C@@H]([C@H]([C@@H](O1)O[C@@H]2[C@H]([C@@H](O[C@H]([C@@H]2O)O[C@@H]3[C@H]([C@@H](O[C@H]([C@@H]3O)O)C)O)C)O)OC)O)NC(=O)CC(C)(C)O The molecule is a linear amino tetrasaccharide comprising beta-anthrose at the non-reducing end and two alpha-L-rhamnose units joined by sequential (1->3)- and (1->2)-linkages.